3-(3-bromophenyl)-5-(trifluoromethyl)-4,5-dihydroisoxazol-5-ol BrC=1C=C(C=CC1)C1=NOC(C1)(O)C(F)(F)F